N1=CN=C(C2=C1NC=C2)C=2C=NN(C2)C2CNC2 3-[4-(7H-pyrrolo[2,3-d]pyrimidin-4-yl)-1H-pyrazol-1-yl]azetidin